O.[K+].N[C@@H](CCC(=O)[O-])C(=O)[O-].[K+] L-Glutamic acid potassium salt monohydrate